N(=[N+]=[N-])CC1CCN(CC1)CC1=CC(=C(C=C1)C1=CC(=CC=C1)C(C)=O)Cl 1-(4'-((4-(Azidomethyl)piperidin-1-yl)methyl)-2'-chloro-[1,1'-biphenyl]-3-yl)ethan-1-one